FC=1C=C(C=C(C1F)COCC1=CC(=C(C(=C1)[N+](=O)[O-])OC)C1=NN(C=N1)C)NC(OC(C)(C)C)=O Tert-butyl (3,4-difluoro-5-(((4-methoxy-3-(1-methyl-1H-1,2,4-triazol-3-yl)-5-nitrobenzyl)oxy)methyl)phenyl)carbamate